NC1=CC=C(C(=C1C(=O)N(C)C)F)C=1C(=C2C(=NC1)NCC21CC(CC1)N1C(C=CC=C1)=O)Cl 6-Amino-3-(4'-chloro-3-(2-oxopyridin-1(2H)-yl)-1',2'-dihydrospiro[cyclopentane-1,3'-pyrrolo[2,3-b]pyridin]-5'-yl)-2-fluoro-N,N-dimethylbenzamide